NCC(=O)O glycyl alcohol